CC1(O[C@@H](CNC1)CNS(=O)(=O)C)C (S)-N-((6,6-dimethylmorpholin-2-yl)methyl)methanesulfonamide